IC1=CN=C2N1C=C(C=C2C)C(=O)OC methyl 3-iodo-8-methyl-imidazo[1,2-a]pyridine-6-carboxylate